C(C)(=O)NC1=NC=C(C(=C1)NC1=NC(=CC(=C1)N1[C@H](CCC1)C(=O)N)S(=O)(=O)C)C1=CC=C2C(=N1)OCC(O2)(C)C (R)-1-(2-((2-acetamido-5-(2,2-dimethyl-2,3-dihydro-[1,4]dioxino[2,3-b]pyridin-6-yl)pyridin-4-yl)amino)-6-(methylsulfonyl)pyridin-4-yl)pyrrolidine-2-carboxamide